C(C)(C)OC(=O)C1(C(C(C1)C(F)(F)F)O)C(=O)OC(C)C hydroxy-3-(trifluoromethyl)cyclobutane-1,1-dicarboxylic acid diisopropyl ester